dimethylbenzoyl ketone CC=1C(=C(C(=O)C(=O)C(C2=C(C(=CC=C2)C)C)=O)C=CC1)C